FC(C(=O)N[C@@H]1[C@H](N(C(C1)=O)C1=CC2=C(C(=NS2)C#CC)C=C1)C1=CC=CC=C1)(C)F |r| 2,2-difluoro-N-[rac-(2R,3S)-5-oxo-2-phenyl-1-(3-prop-1-ynyl-1,2-benzothiazol-6-yl)pyrrolidin-3-yl]propanamide